2-oxo-6-azaspiro[3.4]octane-6,7-dicarboxylic acid O=C1CC2(C1)CN(C(C2)C(=O)O)C(=O)O